[Co](Cl)Cl cobalt(II) dichloride